N2-isopropyl-6-phenyl-N4-(2-(trifluoromethyl)pyridin-4-yl)-1,3,5-triazine-2,4-diamine C(C)(C)NC1=NC(=NC(=N1)NC1=CC(=NC=C1)C(F)(F)F)C1=CC=CC=C1